C(C(=O)[O-])(=O)[O-].[Li+].[Li+] lithium oxalate salt